2-bromo-4-Phenylpyridine BrC1=NC=CC(=C1)C1=CC=CC=C1